(2R,4S)-2-(3-chloro-4-cyanophenyl)-4-methyl-N-((R,Z)-4-(methylsulfonyl)but-3-en-2-yl)piperidine-1-carboxamide 4-phenyl-5,6-dihydropyridazine-1(4H)-carbimidothioate C1(=CC=CC=C1)C1C=NN(CC1)C(=N)S.ClC=1C=C(C=CC1C#N)[C@@H]1N(CC[C@@H](C1)C)C(=O)N[C@H](C)\C=C/S(=O)(=O)C